5-aminopiperidin-2-one hydrochloride Cl.NC1CCC(NC1)=O